C(C)OC(C)=O.C(CCC)[Sn]CCCC dibutyltin ethylacetate